C(C1=CC=CC=C1)C1[C@H]2COCCN2C(C=2C=CC=C(S(NC=3N=C(C=C(O1)N3)C3=C(C=CC=C3C)C)(=O)=O)C2)=O (8R)-9-Benzyl-13-(2,6-dimethylphenyl)-6,10-dioxa-17λ6-thia-3,14,16,23-tetraazatetracyclo[16.3.1.111,15.03,8]tricosa-1(22),11,13,15(23),18,20-hexaene-2,17,17-trione